4-[(cyclopropylmethyl)amino]-3-(6-methyl-7-oxo-6,7-dihydro-1H-pyrrolo[2,3-c]pyridin-4-yl)benzenesulfonamide C1(CC1)CNC1=C(C=C(C=C1)S(=O)(=O)N)C=1C2=C(C(N(C1)C)=O)NC=C2